CC1(CN(CC1)CCNC(=O)C=1C=CC(=C(C1)NC(=O)C=1C=C2C(=NC1)NC(=C2)C=2C(=NN(C2)C)OC)F)C N-(5-((2-(3,3-dimethylpyrrolidin-1-yl)ethyl)carbamoyl)-2-fluorophenyl)-2-(3-methoxy-1-methyl-1H-pyrazol-4-yl)-1H-pyrrolo[2,3-b]pyridine-5-carboxamide